2-((S)-1-((S)-2,2-dimethyl-1,3-dioxolan-4-yl)ethyl)isoindoline-1,3-dione CC1(OC[C@@H](O1)[C@H](C)N1C(C2=CC=CC=C2C1=O)=O)C